1-[(4aR,7aS)-4-[6-[2-hydroxy-6-methyl-4-(trifluoromethyl)phenyl]pyridazin-3-yl]-2,3,4a,5,7,7a-hexahydropyrrolo[3,4-b][1,4]oxazin-6-yl]ethanone OC1=C(C(=CC(=C1)C(F)(F)F)C)C1=CC=C(N=N1)N1[C@H]2[C@@H](OCC1)CN(C2)C(C)=O